4-methoxyphenyl-hexanone COC1=CC=C(C=C1)CC(CCCC)=O